C(C)(C)(C)OC(=O)N[C@H]1CSC2=C(N(C1=O)CC1=CC=C(C=C1)OC(F)(F)F)C=C(C=C2)C(=O)OC methyl (3R)-3-(tert-butoxycarbonylamino)-4-oxo-5-[[4-(trifluoromethoxy)phenyl]methyl]-2,3-dihydro-1,5-benzothiazepine-7-carboxylate